FC1=C(N(C2=CC=CC=C12)F)C(=O)O difluoro-1H-indole-2-carboxylic acid